10,14-dimethylpentadecan-5,9,13-trien-2-one CC(=CCCC=CCCC(C)=O)CCC=C(C)C